BrC1=CC(=CC(=C1)F)F 1-bromo-3,5-difluorobenzene